C(CCCCCCCCCCCC)(=O)OC(CN(C(C(CC=1N=CNC1)NC(C)=O)=O)C)C(CNC)OC(CCCCCCCCCCCC)=O 1-(2-acetamido-3-(1H-imidazol-4-yl)-N-methylpropanamido)-4-(methylamino)butane-2,3-diyl ditridecanoate